tert-butyl 3-bromo-5-acetamidopyrrolo[2,3-c]pyridine-1-carboxylate BrC1=CN(C2=CN=C(C=C21)NC(C)=O)C(=O)OC(C)(C)C